ClC=1N=C(C2=C(N1)CCS(C2)(=O)=O)Cl 2,4-dichloro-7,8-dihydro-5H-thiopyrano[4,3-d]pyrimidine 6,6-dioxide